tert-butyl (2R,3S,4S)-3-(acetyloxy)-4-hydroxy-2-{[4-(1-methyl-1,2,3-triazol-4-yl)phenyl]methyl}pyrrolidine-1-carboxylate C(C)(=O)O[C@H]1[C@H](N(C[C@@H]1O)C(=O)OC(C)(C)C)CC1=CC=C(C=C1)C=1N=NN(C1)C